FC(OC1=CC=C(CNC2=CC=C(C(=N2)N2CCCC2)NC(CC(C)(C)C)=O)C=C1)F N-[6-(4-Difluoromethoxy-benzylamino)-2-pyrrolidin-1-yl-pyridin-3-yl]-3,3-dimethyl-butyramide